C1(CC1)C1=NN(C=C1C(F)(F)F)CC12CC(C1)(C2)F 3-cyclopropyl-1-((3-fluorobicyclo[1.1.1]pentan-1-yl)methyl)-4-(trifluoromethyl)-1H-pyrazole